tert-butyl 4-(((3R,4S)-3-(4-(tert-butoxycarbonyl) phenyl)-1-methylazepan-4-yl)methyl)-5,7-dimethyl-1H-indole-1-carboxylate C(C)(C)(C)OC(=O)C1=CC=C(C=C1)[C@@H]1CN(CCC[C@H]1CC1=C2C=CN(C2=C(C=C1C)C)C(=O)OC(C)(C)C)C